bis[bis(3,5-bistrifluoromethylphenyl)phosphino]-1,1'-binaphthyl FC(C=1C=C(C=C(C1)C(F)(F)F)P(C1=CC(=CC(=C1)C(F)(F)F)C(F)(F)F)C=1C(=C(C2=CC=CC=C2C1)C1=CC=CC2=CC=CC=C12)P(C1=CC(=CC(=C1)C(F)(F)F)C(F)(F)F)C1=CC(=CC(=C1)C(F)(F)F)C(F)(F)F)(F)F